3,13-Dimethylpentacosane CC(CC)CCCCCCCCCC(CCCCCCCCCCCC)C